ClC=1C=C(C=CC1Cl)C(C1=NN=C(O1)C1CN(CC12CN(C2)C(=O)C2(CC2)C(F)(F)F)C(=O)OCC=C)(F)F allyl 8-(5-((3,4-dichlorophenyl)difluoromethyl)-1,3,4-oxadiazol-2-yl)-2-(1-(trifluoromethyl)cyclopropane-1-carbonyl)-2,6-diazaspiro[3.4]octane-6-carboxylate